C(=O)OC1=C(C=CC(=C1)C(F)(F)F)C=1C=2N(C(=NN1)N[C@H]1COCCC1)C=NC2 2-(4-{[(3R)-oxan-3-yl]amino}imidazo[1,5-d][1,2,4]triazin-1-yl)-5-(trifluoromethyl)phenol formate